4-(((1-oxo-2,3-dihydro-1H-inden-5-yl)oxy)methyl)benzoic acid O=C1CCC2=CC(=CC=C12)OCC1=CC=C(C(=O)O)C=C1